N-[(1'S,14R)-6,19-difluorospiro[8,12-dioxa-21-azatetracyclo[14.3.1.110,13.02,7]henicosa-1(20),2,4,6,10,13(21),16,18-octaene-14,3'-cyclopentane]-1'-yl]-1-fluoro-methanesulfonamide FC=1C=CC=C2C=3C(=CC=C(C[C@]4(C[C@H](CC4)NS(=O)(=O)CF)C=4OC=C(COC12)N4)C3)F